2-amino-adenosine triphosphate P(O)(=O)(OP(=O)(O)OP(=O)(O)O)OC[C@@H]1[C@H]([C@H]([C@@H](O1)N1C=NC=2C(N)=NC(=NC12)N)O)O